tert-butyl 3-[4-[3-[(tert-butoxycarbonylamino)methyl]pyrrolidin-1-yl]-2-[2-fluoro-4-(trifluoromethyl) phenyl] pyrimidin-5-yl]pyrrolidine-1-carboxylate C(C)(C)(C)OC(=O)NCC1CN(CC1)C1=NC(=NC=C1C1CN(CC1)C(=O)OC(C)(C)C)C1=C(C=C(C=C1)C(F)(F)F)F